N2,N2-dibenzyl-3-nitro-N4-(1,4-dioxaspiro[4.5]decan-8-yl)pyridine-2,4-diamine C(C1=CC=CC=C1)N(C1=NC=CC(=C1[N+](=O)[O-])NC1CCC2(OCCO2)CC1)CC1=CC=CC=C1